NC(COC1=CC=C(C=C1)C=1CC(C=CC1)(C)NC(C)=O)(CC(C)C)C N-(4'-((2-amino-2,4-dimethyl-pentyl)oxy)-3-methyl-[1,1'-biphenyl]-3-yl)acetamide